COC1=CC=C(CCN(C=2OC3=NC=CC=C3N2)CC2=CC=C(C=C2)C#CC(=O)O)C=C1 3-(4-(((4-methoxyphenethyl)(oxazolo[5,4-b]pyridin-2-yl)amino)-methyl)phenyl)propiolic acid